ClC1=C(C2=C(C=N1)C(=NN2COCC[Si](C)(C)C)C=2N(C=CN2)COCC[Si](C)(C)C)F [[6-chloro-7-fluoro-3-[1-(2-trimethylsilylethoxymethyl)imidazol-2-yl]pyrazolo[4,3-c]pyridin-1-yl]methoxy]ethyl-trimethyl-silane